6-amino-2-butoxy-9-(4-((1'-(4-hydroxybenzoyl)-[4,4'-bipiperidin]-1-yl)methyl)benzyl)-7,9-dihydro-8H-purin-8-one NC1=C2NC(N(C2=NC(=N1)OCCCC)CC1=CC=C(C=C1)CN1CCC(CC1)C1CCN(CC1)C(C1=CC=C(C=C1)O)=O)=O